C(#C)C=1SC=C(N1)NC(=O)NCC1=CC=C(C=C1)C1=NC=CC(=C1)N1CCCC1 1-(2-Ethynyl-thiazol-4-yl)-3-(4-(4-(pyrrolidin-1-yl)pyridin-2-yl)benzyl)urea